NC1=C(C(=O)OC)C=CC=C1N1CC2(C1)CN(C2)C2=CC=C(C=C2)N Methyl 2-amino-3-(6-(4-aminophenyl)-2,6-diazaspiro[3.3]heptan-2-yl)benzoate